4-amino-N'-(4-hydroxybenzoyl)benzenesulfonohydrazide NC1=CC=C(C=C1)S(=O)(=O)NNC(C1=CC=C(C=C1)O)=O